FC1(CN(C1)C(=O)C=1N=C2N(N1)[C@H](CC2)C2=C(C=CC=C2)F)F (3,3-difluoroazetidin-1-yl)-[(5R)-5-(2-fluorophenyl)-6,7-dihydro-5H-pyrrolo[1,2-b][1,2,4]triazol-2-yl]methanone